CN(C1CCC(CC1)NC=1N=CC2=C(N1)N(C(C(=C2)C2=C(C(=C(C(=C2)F)NC(=O)C2C(C2)C)F)F)=O)C(C)C)C N-(4-(2-(((1r,4r)-4-(dimethylamino)cyclohexyl)amino)-8-isopropyl-7-oxo-7,8-dihydropyrido[2,3-d]pyrimidin-6-yl)-2,3,6-trifluorophenyl)-2-methylcyclopropane-1-carboxamide